NC1CC2=C(C=C(C=C2C1)OCC1(CC1)NC(OC(C)(C)C)=O)Cl tert-Butyl N-[1-[(2-amino-7-chloro-2,3-dihydro-1H-inden-5-yl)oxymethyl]cyclopropyl]carbamate